3-(7-bromo-4-oxo-1,2-dihydroquinazolin-3(4H)-yl)propionic acid BrC1=CC=C2C(N(CNC2=C1)CCC(=O)O)=O